4-methyl-2-(5-(2-(3-methylazetidin-1-yl)ethyl)-2-oxo-4-(trifluoromethyl)pyridin-1(2H)-yl)pentanoic acid CC(CC(C(=O)O)N1C(C=C(C(=C1)CCN1CC(C1)C)C(F)(F)F)=O)C